C(O)C(C(=O)O)C α-methylolpropionic acid